Heptanthiol C(CCCCCC)S